CCOP(=O)(OCC)SCC[N+](C)(C)C The molecule is the phosphorothioate obtained by formal condensation of diethyl phosphate with N,N,N-trimethyl-2-sulfanylethanaminium. An irreversible acetylcholinesterase inhibitor, its iodide salt is used an ocular antihypertensive in the treatment of open-angle glaucoma, particularly when other drugs have proved inadequate. It has a role as an EC 3.1.1.8 (cholinesterase) inhibitor and a miotic. It is an organic thiophosphate, a member of phosphocholines and a quaternary ammonium ion.